6-Ethyl-7-cyclopropylethynyl-9-β-D-ribofuranosyl-7-deazapurine C(C)C1=C2C(=CN(C2=NC=N1)[C@H]1[C@H](O)[C@H](O)[C@H](O1)CO)C#CC1CC1